CC=1C(=NC=CC1C#N)O[C@H]1CN([C@@H](CC1)C)C(=O)C1=C(C=CC=C1)C=1N=CSC1 3-methyl-2-{[(3R,6R)-6-methyl-1-{[2-(1,3-thiazol-4-yl)phenyl]carbonyl}piperidin-3-yl]oxy}pyridine-4-carbonitrile